tert-butyl (5-(1,3-dioxoisoindolin-2-yl)pentyl)(prop-2-yn-1-yl)phosphinate O=C1N(C(C2=CC=CC=C12)=O)CCCCCP(OC(C)(C)C)(=O)CC#C